2-Ethoxy-6-(1,3-oxazol-5-yl)pyridine C(C)OC1=NC(=CC=C1)C1=CN=CO1